8'-chloro-1'-[1-(pyridin-3-ylmethyl)pyrrolidin-3-yl]-4'H,6'H-spiro[1,3-dioxolane-2,5'-[1,2,4]triazolo[4,3-a][1]benzazepine] ClC=1C=CC2=C(CC3(CC=4N2C(=NN4)C4CN(CC4)CC=4C=NC=CC4)OCCO3)C1